N1N=NN=C1CN(C(=O)C=1C(=C(C(=CC1CCCCC)O)C1=C(C=CC(=C1)C)C(=C)C)O)C N-((1H-tetrazol-5-yl)methyl)-2,6-dihydroxy-N,5'-dimethyl-4-pentyl-2'-(prop-1-en-2-yl)-[1,1'-biphenyl]-3-carboxamide